1-dicyclohexylamino-3,4-dimethylenehex-5-ene C1(CCCCC1)N(CCC(C(C=C)=C)=C)C1CCCCC1